(-)-calcium N-[4-[[[(6S)-2-amino-5-formyl-1,4,5,6,7,8-hexahydro-4-oxo-6-pteridinyl]methyl]amino]benzoyl]-L-glutamate NC=1NC=2NC[C@@H](N(C2C(N1)=O)C=O)CNC1=CC=C(C(=O)N[C@@H](CCC(=O)[O-])C(=O)[O-])C=C1.[Ca+2]